C(C)(CC)[BH3-].[Li+] lithium (sec-butyl)borohydride